5-vinyl-N-tosylindole C(=C)C=1C=C2C=CN(C2=CC1)S(=O)(=O)C1=CC=C(C)C=C1